BrC=1C=C(N)C=C(C1)Cl 3-Bromo-5-chloroaniline